2-[(3R,5S)-3,5-dimethylpiperazin-1-yl]-5-(trifluoromethyl)pyrazine C[C@@H]1CN(C[C@@H](N1)C)C1=NC=C(N=C1)C(F)(F)F